C(C#CC)N1[C@@H](CCCC1)C1=NC(=C2N1C=CN=C2)C2=CC=C(C(=O)NC1=NC=CC=C1)C=C2 (S)-4-(3-(1-(but-2-ynyl)piperidin-2-yl)imidazo[1,5-a]pyrazin-1-yl)-N-(pyridin-2-yl)benzamide